C(C)OC(=O)C1=CC2=C(NC=N2)C=C1 1H-benzimidazole-5-carboxylic acid ethyl ester